(2R,5R)-5-ethynyl-2-(hydroxymethyl)-4-methoxytetrahydrofuran-3-ol C(#C)[C@@H]1C(C([C@H](O1)CO)O)OC